5-(4-((1-(4-((S)-2-(3-Chloro-4-cyanophenyl)-3-methyl-2,8-diazaspiro[4.5]decan-8-yl)benzoyl)piperidin-4-yl)meth-yl)piperazin-1-yl)-N-((S)-2,6-dioxopiperidin-3-yl)picolinamide ClC=1C=C(C=CC1C#N)N1CC2(C[C@@H]1C)CCN(CC2)C2=CC=C(C(=O)N1CCC(CC1)CN1CCN(CC1)C=1C=CC(=NC1)C(=O)N[C@@H]1C(NC(CC1)=O)=O)C=C2